COC=1C=CC2=C(NC([C@H](CC2)NC(OC(C)(C)C)=O)=O)N1 tert-butyl (S)-(2-methoxy-8-oxo-6,7,8,9-tetrahydro-5H-pyrido[2,3-b]azepin-7-yl)carbamate